benzamide monohydrochloride Cl.C(C1=CC=CC=C1)(=O)N